N(C1=CC=CC=C1)CS(=O)(=O)O Anilinomethanesulfonic acid